C(C1=CC=CC=C1)OC(CC=C)(C(F)(F)F)C1=NN=C(O1)C1=NC(=C(C=C1NC(OC(C)(C)C)=O)Br)C(N(C1CC(C1)(F)F)CCC=C)=O tert-butyl N-[2-[5-[1-benzyloxy-1-(trifluoromethyl)but-3-enyl]-1,3,4-oxadiazol-2-yl]-5-bromo-6-[but-3-enyl-(3,3-difluorocyclobutyl)carbamoyl]-3-pyridyl]carbamate